NC1=CC(=C(C=N1)N1C=C(C(C2=CC(=C(N=C12)N1CC2=CC=C(C=C2C1)F)Cl)=O)C(=O)O)C 1-(6-amino-4-meth-ylpyridin-3-yl)-6-chloro-7-(5-fluoro-isoindolin-2-yl)-4-oxo-1,4-dihydro-1,8-naphthyridine-3-carboxylic acid